1-(2-Chloroacetyl)-4-(4-((1-(2-chlorophenyl)-3-hydroxypropyl)amino)-6-(methylamino)-1,3,5-triazin-2-yl)-N-methylpiperazine-2-carboxamide ClCC(=O)N1C(CN(CC1)C1=NC(=NC(=N1)NC(CCO)C1=C(C=CC=C1)Cl)NC)C(=O)NC